N1N=CC2=C(C=CC=C12)C=1N=CC(=NC1)N1C([C@@H]2N(CCNC2)CC1)=O (R)-8-(5-(1H-Indazol-4-yl)pyrazin-2-yl)-9-oxooctahydro-2H-pyrazino[1,2-a]pyrazin